FC(C=1C=CC=2N(N1)C(=CN2)C2=CC(=NC=N2)N2CC(CCC2C)NS(=O)(=O)C)F N-(1-(6-(6-(Difluoromethyl)imidazo[1,2-b]pyridazin-3-yl)pyrimidin-4-yl)-6-methylpiperidin-3-yl)methanesulfonamide